CN(CCOC1=CC=C(C=C1)C(=C(CC)C1=CC=CC=C1)C1=CC=C(OCC(=O)C2=CC(=C(C=C2)O)OC)C=C1)C 2-(4-(1-(4-(2-(Dimethylamino)ethoxy)phenyl)-2-phenylbut-1-en-1-yl)phenoxy)-1-(4-hydroxy-3-methoxyphenyl)ethan-1-one